Cl.C(C)(=O)C1=C(C2=C(N=C(N=C2)NC2=NC=C(C=C2)N2CCNCC2)N(C1=O)C1CCCC1)C 6-acetyl-8-cyclopentyl-5-methyl-2-(5-piperazin-1-yl-pyridin-2-ylamino)-8H-pyrido[2,3-d]pyrimidin-7-one, hydrochloride